N-(4-(5-(2-(4,4-difluoropiperidin-1-yl)-6-methylpyrimidin-4-yl)-1,3,4-oxadiazol-2-yl)-3-(6-azaspiro[2.5]octane-6-yl)phenyl)-2-hydroxyethane-1-sulfonamide FC1(CCN(CC1)C1=NC(=CC(=N1)C1=NN=C(O1)C1=C(C=C(C=C1)NS(=O)(=O)CCO)N1CCC2(CC2)CC1)C)F